N1(CC1)S(=O)(=O)C1=C(C(=O)NC2=CC=C(C=C2)S(=O)(=O)N2CCN(CC2)C2=CC(=CC=C2)C(F)(F)F)C=CC=C1 2-(Aziridin-1-ylsulfonyl)-N-(4-((4-(3-(trifluoromethyl)phenyl)piperazin-1-yl)sulfonyl)phenyl)-benzamide